3-(2-aminophenyl)cyclohex-2-en-1-one tert-butyl-rel-(4aS,7R,7aS)-7-(benzyloxy)-octahydrocyclopenta[b][1,4]oxazine-4-carboxylate C(C)(C)(C)OC(=O)N1[C@@H]2[C@H](OCC1)[C@@H](CC2)OCC2=CC=CC=C2.NC2=C(C=CC=C2)C2=CC(CCC2)=O |o1:8,9,13|